NC=1C=C(C=CC1)[S@@](=NC(OC(C)(C)C)=O)(=O)C (S)-tert-butyl N-[(3-aminophenyl)-methyl-oxo-λ6-sulfanylidene]carbamate